trans-4-((3-(1-Cyclopropyl-1H-pyrazol-4-yl)phenyl)((trans-4-(4-methoxy-3-methyl-phenyl)cyclohexyl)-methyl)carbamoyl)-cyclohexyl-3-((tert-butoxycarbonyl)(meth-yl)amino)azetidine C1(CC1)N1N=CC(=C1)C=1C=C(C=CC1)N(C(=O)[C@@H]1CC[C@H](CC1)N1CC(C1)N(C)C(=O)OC(C)(C)C)C[C@@H]1CC[C@H](CC1)C1=CC(=C(C=C1)OC)C